(S)-(3-methoxyphenyl)(2-(pyrrolidin-2-yl)thiazol-4-yl)methanone HCl salt Cl.COC=1C=C(C=CC1)C(=O)C=1N=C(SC1)[C@H]1NCCC1